C=CCC(CCCCCCCCCC)OC1=C(C(=O)OC)C=CC=C1 methyl 2-(tetradec-1-en-4-yloxy)benzoate